N1C[C@@H](OCC1)C(C)(C)O (R)-2-(morpholin-2-yl)propan-2-ol